FC1(CC(C1)(O)CC(=O)N[C@@H](COC(F)F)C1=CC(=CC=C1)OC(F)F)F (R)-2-(3,3-difluoro-1-hydroxycyclobutyl)-N-(2-(difluoromethoxy)-1-(3-(difluoromethoxy)phenyl)ethyl)acetamide